ClC1=C(OC2=CC=C(C=C2)[C@@H]2CCCN3C2=NS(CC3)(=O)=O)C=C(C=C1)C(F)(F)F (9S)-9-{4-[2-chloro-5-(trifluoromethyl)phenoxy]phenyl}-3,4,6,7,8,9-hexahydropyrido[2,1-c][1,2,4]thiadiazine 2,2-dioxide